OC1(CC1)C1=NNC(=N1)C1CC2(CN(C2)C(=O)N2CC3(C2)CC(C3)CN3C(C=CC(=C3)C(F)(F)F)=O)C1 1-[[2-[6-[3-(1-hydroxycyclopropyl)-1H-1,2,4-triazol-5-yl]-2-azaspiro[3.3]heptane-2-carbonyl]-2-azaspiro[3.3]heptan-6-yl]methyl]-5-(trifluoromethyl)-2-pyridone